C[SH-]C(OC=1C(=NC(=CC1)Br)C)=S O-(6-bromo-2-methylpyridin-3-yl) methylthiothiocarbonate